N-(2-Amino-4-((pyridin-4-ylmethyl)amino)phenyl)octanamid NC1=C(C=CC(=C1)NCC1=CC=NC=C1)NC(CCCCCCC)=O